(E)-4-((E)-benzylidene)hex-2-enoic acid ethyl ester C(C)OC(\C=C\C(\CC)=C\C1=CC=CC=C1)=O